2-[[(2S)-2-(tert-butoxycarbonylamino)-3-cyclopropyl-propanoyl]amino]-3-[(3S)-2-oxopyrrolidin-3-yl]propanoate C(C)(C)(C)OC(=O)N[C@H](C(=O)NC(C(=O)[O-])C[C@H]1C(NCC1)=O)CC1CC1